5-((2-(1-methyl-1H-1,2,4-triazol-3-yl)pyridin-4-yl)oxy)pyridin-2-amine CN1N=C(N=C1)C1=NC=CC(=C1)OC=1C=CC(=NC1)N